1-methyl-3-(trifluoromethyl)-N-((3-(2-(trifluoromethyl)pyridin-4-yl)isoxazol-5-yl)methyl)-1H-pyrazole-5-carboxamide CN1N=C(C=C1C(=O)NCC1=CC(=NO1)C1=CC(=NC=C1)C(F)(F)F)C(F)(F)F